2,2-bis[4-(4-aminophenylsulfonyl)phenyl]hexafluoropropane NC1=CC=C(C=C1)S(=O)(=O)C1=CC=C(C=C1)C(C(F)(F)F)(C(F)(F)F)C1=CC=C(C=C1)S(=O)(=O)C1=CC=C(C=C1)N